COC(\C(=C\C1=CC=CC=C1)\C)=O.FCCOC[C@H](CC(C)C)NC(=O)C1=NC(=C(C=C1)N1CCCC1)OCC1COC1 N-[(2S)-1-(2-Fluoroethoxy)-4-methylpent-2-yl]-6-[(oxetan-3-yl)methoxy]-5-(pyrrolidin-1-yl)pyridine-2-carboxamide methyl-(E)-2-Methyl-3-phenylacrylate